Cytidine 5'-phosphate P(=O)(O)(O)OC[C@@H]1[C@H]([C@H]([C@@H](O1)N1C(=O)N=C(N)C=C1)O)O